NC1=NC=CC2=C1N(C(N2C[C@@H]2N(CCC2)C(C(C)O)=O)=O)C2=CC=C(C=C2)OC2=CC=CC=C2 4-amino-1-(((2R)-1-(2-hydroxypropionyl)pyrrolidin-2-yl)methyl)-3-(4-phenoxyphenyl)-1H-imidazo[4,5-c]pyridin-2(3H)-one